ClC=1C(=NC(=NC1)NC1CCOCC1)C1=CC=C2CN(C(C2=C1)=O)[C@@H](C(=O)N[C@H](C)C1=NC(=CC=C1)N1C[C@@H](CC1)N(C)C)C (2R)-2-(6-{5-chloro-2-[(oxan-4-yl)amino]pyrimidin-4-yl}-1-oxo-2,3-dihydro-1H-isoindol-2-yl)-N-[(1R)-1-{6-[(3R)-3-(dimethylamino)pyrrolidin-1-yl]pyridin-2-yl}ethyl]propanamide